NC1CCC(CC1)NC1=NC=CC(=N1)C=1C=NC=CC1OC1=C(C=C(C=C1)NS(=O)(=O)C1=CC2=C(OCO2)C=C1)F N-[4-[[3-[2-[(1r,4r)-(4-aminocyclohexyl)amino]pyrimidin-4-yl]-4-pyridyl]oxy]-3-fluorophenyl]1,3-benzodioxol-5-ylsulfonamide